C(C1=CC=CC=C1)OC1=C(C=CC(=C1)C(F)(F)F)C1=NN=C(C=2N1C=CN2)Cl 5-(2-(benzyloxy)-4-(trifluoromethyl)phenyl)-8-chloroimidazo[1,2-d][1,2,4]triazine